C(C)(C)[C@@H](C(N[C@H](C(=O)NC1=CC=C(C=C1)COC(=O)OC1=CC=C(C=C1)[N+](=O)[O-])C)=O)NC(COCCOCCOCCNC(OCC)=O)=O ethyl ((2S,5S)-5-isopropyl-2-methyl-1-((4-((((4-nitrophenoxy)carbonyl)oxy)methyl)phenyl)amino)-1,4,7-trioxo-9,12,15-trioxa-3,6-diazaheptadecan-17-yl)carbamate